caproyl-glutamine 2,6-Dichlorophenyl-3-(2-{2-[3-(2,6-dichlorophenoxy)-3-oxopropoxy]ethoxy}ethoxy)propanoate ClC1=C(C(=CC=C1)Cl)C(C(=O)O)COCCOCCOCCC(=O)OC1=C(C=CC=C1Cl)Cl.C(CCCCC)(=O)N[C@@H](CCC(N)=O)C(=O)O